C12CN(CC(CC1)C2)C2=NN=CS2 5-(3-azabicyclo[3.2.1]octan-3-yl)-1,3,4-thiadiazol